2-oxo(oxo)-4-phenyl-1,3,2-dioxaphosphorinane O=P1OCC(C(O1)C1=CC=CC=C1)=O